Cl[C@@H]1C[C@H]2[C@H](CCC3=C(O2)C(=C(C=C3)C(=O)O)F)[C@H]1\C=C\C(O)C1COC3=C1C=CC=C3 (1R,2R,3aS,10aR)-2-chloro-1-[(1E,3ξ)-3-(2,3-dihydro-1-benzofuran-3-yl)-3-hydroxy-1-propen-1-yl]-5-fluoro-2,3,3a,9,10,10a-hexahydro-1H-benzo[b]cyclopenta[f]oxepin-6-carboxylic acid